CN1N=CC(=C1C1=CC=C(C(=N1)OC1CN(C1)C(=O)N1N=CC[C@H]1C=1C=NC=C(C#N)C1)F)C (S)-5-(1-(3-((6-(1,4-dimethyl-1H-pyrazol-5-yl)-3-fluoropyridin-2-yl)oxy)azetidine-1-carbonyl)-4,5-dihydro-1H-pyrazol-5-yl)nicotinonitrile